methyl 1-(1-((benzyloxy)carbonyl)pyrrolidin-3-yl)-5-bromo-3,3-dimethylindole-6-carboxylate C(C1=CC=CC=C1)OC(=O)N1CC(CC1)N1CC(C2=CC(=C(C=C12)C(=O)OC)Br)(C)C